2-[2-[[5-[3-(Dimethylamino)azetidine-1-carbonyl]-6-methoxy-1,3-benzothiazol-2-yl]methylcarbamoyl]-5,6-difluoro-indan-2-yl]acetic acid CN(C1CN(C1)C(=O)C=1C(=CC2=C(N=C(S2)CNC(=O)C2(CC3=CC(=C(C=C3C2)F)F)CC(=O)O)C1)OC)C